2-oxo-2-phenylethyl chloride O=C(CCl)C1=CC=CC=C1